5-chloro-N-[2,4-difluoro-3-[1-(5-methyl-4-[[2-(trimethylsilyl)ethoxy]methyl]-1,2,4-triazol-3-yl)imidazo[1,5-a]pyridin-6-yl]phenyl]-2-methoxypyridine-3-sulfonamide ClC=1C=C(C(=NC1)OC)S(=O)(=O)NC1=C(C(=C(C=C1)F)C=1C=CC=2N(C1)C=NC2C2=NN=C(N2COCC[Si](C)(C)C)C)F